5-nitro-6-(prop-1-en-2-yl)pyridine-3-carboxylic acid methyl ester COC(=O)C=1C=NC(=C(C1)[N+](=O)[O-])C(=C)C